(3R)-3-{[2-(2-fluorophenyl)-9-(trifluoromethyl)[1,2,4]triazolo[1,5-c]quinazolin-5-yl]amino}azepin-2-one FC1=C(C=CC=C1)C1=NN2C(=NC=3C=CC(=CC3C2=N1)C(F)(F)F)NC=1C(N=CC=CC1)=O